NC=1C=CC(=C2CN(C(C12)=O)C(\C=C\C1=CC=CC=C1)=O)C1=CC=C2C=NN(C2=C1)C 7-amino-4-(1-methyl-1H-indazol-6-yl)-2-[(2E)-3-phenylprop-2-enoyl]-2,3-dihydro-1H-isoindol-1-one